FC1=C(C=CC(=C1)F)C(CN1CCN(CCC1)C1=CC=C(C=C1)OCCN1CCOCC1)(CN1N=CN=C1)O 2-(2,4-difluorophenyl)-1-(4-(4-(2-morpholinoethoxy)phenyl)-1,4-diazepan-1-yl)-3-(1H-1,2,4-triazol-1-yl)propan-2-ol